C(C)(C)(C)OC(N[C@H](C(=O)NCC1=C(C(=CC=C1)Cl)F)CC1=CC=CC=C1)=O (S)-(1-((3-chloro-2-fluorobenzyl)amino)-1-oxo-3-phenylpropan-2-yl)carbamic acid tert-butyl ester